C(\C=C/C(=O)[O-])(=O)[O-].C(CCCCCCC)[Sn+3].C(\C=C/C(=O)[O-])(=O)[O-].C(\C=C/C(=O)[O-])(=O)[O-].C(CCCCCCC)[Sn+3] octyltin maleate